COCOC1=C(C=CC=C1)C1=CC2=C(N=N1)N(C=C2CCOC2COCC2)COCC[Si](C)(C)C 3-(2-(methoxymethoxy)phenyl)-5-(2-((tetrahydrofuran-3-yl)oxy)ethyl)-7-((2-(trimethylsilyl)ethoxy)methyl)-7H-pyrrolo[2,3-c]pyridazine